ClC=1C(=C(C(=CC1N1CC(CC1)C1=CC=NC=C1)F)S(=O)(=O)NC1=NC(=CC=C1)F)F 3-chloro-2,6-difluoro-N-(6-fluoropyridin-2-yl)-4-(3-(pyridin-4-yl)pyrrolidin-1-yl)benzenesulfonamide